3-((7-(5-Methyl-1,2,4-oxadiazol-3-yl)isoquinolin-1-yl)amino)-N-(7-propoxybenzo[d]thiazol-2-yl)propanamide CC1=NC(=NO1)C1=CC=C2C=CN=C(C2=C1)NCCC(=O)NC=1SC2=C(N1)C=CC=C2OCCC